1-(6-((4-bromophenoxy)methyl)-1,4-dioxan-2-yl)ethanone BrC1=CC=C(OCC2COCC(O2)C(C)=O)C=C1